ClC=1C=CC(=C(C1)C1=C(C=NN1CCC(C)C)[N+](=O)[O-])OC 5-(5-chloro-2-methoxyphenyl)-1-isopentyl-4-nitro-1H-pyrazole